COC1=C(C=C(C=C1)N(C1=NC(=NC2=CC=CC=C12)C)C)C(C(=O)N)(C)C 2-(2-Methoxy-5-(methyl-(2-methylquinazolin-4-yl)amino)phenyl)-2-methylpropanamide